benzamide hydrochloric acid salt Cl.C(C1=CC=CC=C1)(=O)N